CC(C)(C)[S@](=O)N[C@@H](C)C1=CC=C(C=C1)C(F)(F)F (S)-2-methyl-N-[(1S)-1-[4-(trifluoromethyl)phenyl]ethyl]propane-2-sulfinamide